3-(oxazol-2-yl)benzoic acid O1C(=NC=C1)C=1C=C(C(=O)O)C=CC1